ClC=1C(=C(C=CC1)NC1=NC=NC2=CC(=C(C=C12)N)C#C[C@]1(CN(CC1)C)F)F N4-(3-chloro-2-fluoro-phenyl)-7-[2-[(3R)-3-fluoro-1-methyl-pyrrolidin-3-yl]ethynyl]quinazoline-4,6-diamine